C12N(CC(NC1)CC2)C=2C1=C(N=C(N2)OC([2H])([2H])C2(CC2)CN2CCCC2)CN(CC1)C=1C=C(C=C(C1C(F)(F)F)Cl)O 3-(4-(2,5-Diazabicyclo[2.2.2]octan-2-yl)-2-((1-(pyrrolidin-1-ylmethyl)cyclopropyl)methoxy-d2)-5,8-dihydropyrido[3,4-d]pyrimidin-7(6H)-yl)-5-chloro-4-(trifluoromethyl)phenol